tert-Butyl (6S,9R,9aS)-3-oxohexahydro-1H,3H-6,9-epiminooxazolo[3,4-a]azepine-10-carboxylate O=C1OC[C@H]2N1C[C@@H]1CC[C@H]2N1C(=O)OC(C)(C)C